4-((3-(1-Isopropyl-1H-pyrazol-4-yl)phenyl)((4-(4-methoxy-3-methylphenyl)bicyclo[2.2.2]octan-1-yl)methyl)carbamoyl)cyclohexyl trans-3-hydroxyazetidine-1-carboxylate OC1CN(C1)C(=O)OC1CCC(CC1)C(N(CC12CCC(CC1)(CC2)C2=CC(=C(C=C2)OC)C)C2=CC(=CC=C2)C=2C=NN(C2)C(C)C)=O